C(CCCC)C1(CCCCC1)CCCCC Diamylcyclohexan